N1(CCC1)C(=O)NCC(=O)N1[C@@H](C[C@H](C1)F)C(=O)N[C@H](C1=CC=CC=C1)C1=CC(=C(C=C1)C1CC(C1)(F)F)F (2S,4R)-1-((azetidine-1-carbonyl)glycyl)-N-((R)-(4-(3,3-difluorocyclobutyl)-3-fluorophenyl)(phenyl)methyl)-4-fluoropyrrolidine-2-carboxamide